Cl.C1(NC[C@@H]2[C@H]3[C@H]4[C@@H]([C@@H]([C@H]12)C=C3)C4)C(=O)OC |r| methyl rac-(3aR,4R,4aR,5aS,6S,6aS)-1,2,3,3a,4,4a,5,5a,6,6a-decahydro-4,6-ethenocyclopropa[f]isoindole-1-carboxylate hydrochloride